C(C)(C)(C)C1=C(CN(C(=O)C=2C(=NNC2F)C(F)F)C2CC2)C=C(C=C1)C N-(2-tert-butyl-5-methylbenzyl)-N-cyclopropyl-3-(difluoromethyl)-5-fluoro-1H-pyrazole-4-carboxamide